C(C)(C)(C)NC1=C(N=C2N1C=C(C=C2)C(=O)O)C2=CC(=C(C=C2)OCC(C)C)C#N 3-(tert-butylamino)-2-(3-cyano-4-isobutoxyphenyl)imidazo[1,2-a]pyridine-6-carboxylic acid